1-(2,4-Difluorophenyl)-3-(4-fluorophenyl)-5-methyl-N-(2-(methylamino)-2-oxoethyl)-4-(thiophen-2-yl)-4,5-dihydro-1H-pyrazole-5-carboxamide FC1=C(C=CC(=C1)F)N1N=C(C(C1(C(=O)NCC(=O)NC)C)C=1SC=CC1)C1=CC=C(C=C1)F